3,7-dimethylocta-2,6-dienoic acid (E)-2-((4,5-dihydroxy-2-iodobenzyl) amino)-2-oxoethyl ester OC1=CC(=C(CNC(COC(\C=C(\CCC=C(C)C)/C)=O)=O)C=C1O)I